(4-Nitro-3-((2-(trimethylsilyl)ethoxy)methoxy)benzyl)phosphonic acid diethyl ester C(C)OP(OCC)(=O)CC1=CC(=C(C=C1)[N+](=O)[O-])OCOCC[Si](C)(C)C